C(C)N(CCC[N+](C)(C)C)C1=CC(=C(C=C1)\N=N\C1=CC=C(C=C1)[N+](=O)[O-])OC1=CC(=C(C=C1)C)NCC (E)-3-(ethyl(3-(3-(ethylamino)-4-methylphenoxy)-4-((4-nitrophenyl)diazenyl)phenyl)amino)-N,N,N-trimethylpropan-1-aminium